C(C=C)(=O)N1C[C@@H](CCC1)NC1=C(C2=C(C(=N1)NC1=C(C=C(C=C1)N1CCOCC1)F)C(NC2)=O)F (R)-6-((1-acryloyl-piperidine-3-yl)amino)-7-fluoro-4-((2-fluoro-4-morpholinophenyl)amino)-1,2-dihydro-3H-pyrrolo[3,4-c]pyridine-3-one